((R)-2-(2-Chloro-3-fluorophenyl)-4-(oxetan-3-yl)piperazin-1-yl)-N-((R,E)-4-(methylsulfonyl)but-3-en-2-yl)pyrazine-2-carboxamide ClC1=C(C=CC=C1F)[C@H]1N(CCN(C1)C1COC1)C=1C(=NC=CN1)C(=O)N[C@H](C)\C=C\S(=O)(=O)C